FC(S(=O)(=O)N[C@@H]1[C@@H](N(CC1)C(C(C)(C)O)=O)CC=1C=C(C=CC1)C1=CC(=CC=C1)F)F 1,1-difluoro-N-((2S,3S)-2-((3'-fluorobiphenyl-3-yl)methyl)-1-(2-hydroxy-2-methylpropanoyl)pyrrolidin-3-yl)methanesulfonamide